NC1=C2C(=NC(=N1)Cl)N(N=C2)[C@H]2[C@@H]([C@@H]([C@H](O2)COC(CO)P(O)(O)=O)O)O (1-(((2R,3S,4R,5R)-5-(4-amino-6-chloro-1H-pyrazolo[3,4-d]-pyrimidin-1-yl)-3,4-dihydroxy-tetrahydrofuran-2-yl)methoxy)-2-hydroxyethyl)phosphonic acid